(R)-2-(5-cyclopropyl-2-fluoro-8-oxothieno[2',3':4,5]pyrrolo[1,2-d][1,2,4]triazin-7(8H)-yl)-N-(1-methylpiperidin-3-yl)acetamide C1(CC1)C1=NN(C(C=2N1C1=C(C2)SC(=C1)F)=O)CC(=O)N[C@H]1CN(CCC1)C